2-fluoro-5-((tetrahydrofuran-3-yl)oxy)benzoic acid FC1=C(C(=O)O)C=C(C=C1)OC1COCC1